ClC=1N=CC2=C(C=CC(=C2C1)C(C)C)OC(C)C1CN(C1)C(=O)OC(C)(C)C tert-butyl 3-(1-((3-chloro-5-isopropylisoquinolin-8-yl)oxy)ethyl)azetidine-1-carboxylate